dimethyl-ammonium phosphate Sodium [Na+].P(=O)([O-])([O-])O.C[NH2+]C